C(CCC)C1=C(C(=O)N)C=CC(=C1)COC1=COC(=CC1=O)CN1CC2=CC=CC=C2C1 n-butyl-4-(((6-(isoindolin-2-ylmethyl)-4-oxo-4H-pyran-3-yl)oxy)methyl)benzamide